ClC=1C=CC(=NC1)NS(=O)(=O)C1=CC=C(C=C1)C1=CC=CC=C1 N-(5-chloropyridin-2-yl)-[1,1'-biphenyl]-4-sulfonamide